C(C)(C)(C)C1=CC=C(C=C1)C=1C=2N(C=C(N1)CNC(C=C)=O)C(=CC2)F N-((1-(4-(tert-butyl)phenyl)-6-fluoropyrrolo[1,2-a]pyrazin-3-yl)methyl)acrylamide